triallylaluminum hydroxide [OH-].C(C=C)[Al](CC=C)CC=C